P(=O)(=O)[Ca] PHOSPHOCALCIUM